tert-Butyl [(3R)-1-(4-formyl-1,3-thiazol-2-yl)-4-methylpentan-3-yl]methylcarbamate C(=O)C=1N=C(SC1)CC[C@H](C(C)C)N(C(OC(C)(C)C)=O)C